2-[(3S)-3-[[3-[6-[8-(1,3-benzothiazol-2-ylcarbamoyl)-3,4-dihydro-1H-isoquinolin-2-yl]-2-tert-butoxycarbonyl-3-pyridyl]-2-methyl-phenoxy]methyl]-8-azaspiro[4.5]decan-8-yl]acetic acid S1C(=NC2=C1C=CC=C2)NC(=O)C=2C=CC=C1CCN(CC21)C2=CC=C(C(=N2)C(=O)OC(C)(C)C)C=2C(=C(OC[C@H]1CCC3(C1)CCN(CC3)CC(=O)O)C=CC2)C